tert-butyl 3-[methoxy(methyl)carbamoyl]-5,7-dihydro-4H-thieno[2,3-c]pyridine-6-carboxylate CON(C(=O)C1=CSC=2CN(CCC21)C(=O)OC(C)(C)C)C